((5S,7aS)-5-((cyclopropylmethoxy)methyl)-2-methylenetetrahydro-1H-pyrrolizin-7a(5H)-yl)methanol C1(CC1)COC[C@H]1N2CC(C[C@@]2(CC1)CO)=C